C(C)(C)(C)OC(=O)N1CC(C1)CN1N=C(C2=CC(=CC=C12)Br)COC1=C(C=CC=C1)CC(=O)OCC 3-((5-bromo-3-((2-(2-ethoxy-2-oxoethyl)phenoxy)methyl)-1H-indazol-1-yl)methyl)azetidine-1-carboxylic acid tert-butyl ester